2-(((2-(4-methacryloylpiperazin-1-yl)ethyl)amino)methylene)-5-(p-tolyl)cyclohexane-1,3-dione C(C(=C)C)(=O)N1CCN(CC1)CCNC=C1C(CC(CC1=O)C1=CC=C(C=C1)C)=O